N-methyl-N-(3-(3-methylimidazo[1,2-b]pyridazin-6-yl)phenyl)acetamide CN(C(C)=O)C1=CC(=CC=C1)C=1C=CC=2N(N1)C(=CN2)C